ClC1=C(C=C(OCCCN2C(=C(C(=C2C)SCC2=CC=C(C=C2)C)C)C(=O)OCC)C=C1C)C ethyl 1-(3-(4-chloro-3,5-dimethylphenoxy) propyl)-3,5-dimethyl-4-(p-tolylmethylsulfanyl)-1H-pyrrole-2-carboxylate